3-(dimethylamino)-N-methylpropanamide CN(CCC(=O)NC)C